NC1=C(C=CC(=C1F)Br)NC(OC(C)(C)C)=O tert-Butyl N-(2-amino-4-bromo-3-fluorophenyl)carbamate